C(OC1CC(C1)N1N=CC2=CC=C(C=C12)N(C)C)(OC1=CC=C(C=C1)[N+](=O)[O-])=O (1r,3r)-3-(6-(dimethylamino)-1H-indazol-1-yl)cyclobutyl (4-nitrophenyl) carbonate